3-Amino-7-cyclopropyl-4-(7-fluoro-1H-indazol-4-yl)-6-methyl-1H-1,5-naphthyridin-2-one NC=1C(NC2=CC(=C(N=C2C1C1=C2C=NNC2=C(C=C1)F)C)C1CC1)=O